3-(2-chloro-4-((5-cyclopropyl-3-(2,6-dichlorophenyl)isoxazol-4-yl)methoxy)phenyl)azetidin-3-ol hydrochloride salt Cl.ClC1=C(C=CC(=C1)OCC=1C(=NOC1C1CC1)C1=C(C=CC=C1Cl)Cl)C1(CNC1)O